C1(=CC=CC=C1)C=1N=NC=CC1C1=CC=CC=C1 3,4-diphenylpyridazine